BrCC=1C=C2C(NC(=NC2=CC1)N(C(OC(C)(C)C)=O)C(=O)OC(C)(C)C)=O tert-butyl N-[6-(bromomethyl)-4-oxo-3H-quinazolin-2-yl]-N-tert-butoxycarbonyl-carbamate